C(C)(C)(C)OC(=O)C1CC2(CC2C1)NC=1C2=C(N=CN1)C(=CC(=N2)Cl)C(=O)OC methyl 4-[[3-(tert-butoxycarbonyl) bicyclo[3.1.0]hex-1-yl] amino]-6-chloropyrido[3,2-d]pyrimidine-8-carboxylate